methyl 4-benzyloxy-3-hydroxy-benzoate C(C1=CC=CC=C1)OC1=C(C=C(C(=O)OC)C=C1)O